1-Dodecyl-3-Methylpyridinium cyanid [C-]#N.C(CCCCCCCCCCC)[N+]1=CC(=CC=C1)C